3-(3-(1H-pyrrolo[2,3-b]pyridin-5-yl)phenyl)-N-(3-fluorophenyl)acrylamide N1C=CC=2C1=NC=C(C2)C=2C=C(C=CC2)C=CC(=O)NC2=CC(=CC=C2)F